(5's)-4-methoxy-5'-methyl-3H-spiro[furo[3,4-c]pyridin-1,3'-pyrrolidine] COC1=NC=CC2=C1COC21CN[C@H](C1)C